2-(2-Chlorothiazol-4-yl)thiophen-3-amine ClC=1SC=C(N1)C=1SC=CC1N